docosyl n-octanoate C(CCCCCCC)(=O)OCCCCCCCCCCCCCCCCCCCCCC